C(C)N1C(=NC2=C1C(=C(C=C2)NC(OC(C)(C)C)=O)OC)C Tert-butyl (1-ethyl-7-methoxy-2-methyl-1H-benzo[d]imidazol-6-yl)carbamate